3-((4-(sec-butoxy)phenyl)(hydroxy)methyl)-5,7-dimethylisobenzofuran C(C)(CC)OC1=CC=C(C=C1)C(C=1OC=C2C(=CC(=CC12)C)C)O